C(C)C1=C(C=CC=C1)C1=C(C=CC=C1)CC 2,2'-diethyl-1,1'-biphenyl